ClC1=C2C(=C(N=N1)Cl)NN=C2 4,7-Dichloro-1H-pyrazolo[3,4-d]pyridazine